1-ethyl-3-(6-((4-(2-fluoro-6-(1H-imidazol-2-yl)pyridin-3-yl)piperazin-1-yl)methyl)pyrimidin-4-yl)urea C(C)NC(=O)NC1=NC=NC(=C1)CN1CCN(CC1)C=1C(=NC(=CC1)C=1NC=CN1)F